N1(CCCCC1)CCNC(NC1=CC(=CC=C1)C(F)(F)F)=O 3-[2-(1-piperidinyl)ethyl]-1-[3-(trifluoromethyl)phenyl]Urea